(2-fluoro-4-methoxy-5-nitrophenyl)-1-methyl-1H-pyrazole FC1=C(C=C(C(=C1)OC)[N+](=O)[O-])C1=NN(C=C1)C